CS(=O)(=O)CC1CN(C1)C=1C=CC(=C2C=C(N=CC12)NC1=NC(=NC=C1)N1C[C@]([C@@H](CC1)O)(C)OC)C(C)C (3S,4R)-1-[4-({8-[3-(methanesulfonylmeth-yl)azetidin-1-yl]-5-(propan-2-yl)isoquinolin-3-yl}amino)pyrimidin-2-yl]-3-methoxy-3-methylpiperidin-4-ol